3-(3-methoxyphenyl)-2-methylpropanal COC=1C=C(C=CC1)CC(C=O)C